NC=1C2=C(N=CN1)N(C(=C2C2=CCC(CC2)C(=O)N2CCCC2)C2=CC=C(C=C2)NC(C(=C)C)=O)C N-(4-(4-amino-7-methyl-5-(4-(pyrrolidine-1-carbonyl)cyclohex-1-en-1-yl)-7H-pyrrolo[2,3-d]pyrimidin-6-yl)phenyl)methacrylamide